Benzyl ((S)-1-(((S)-3-cyclopropyl-1-oxo-1-(((S)-1-oxo-3-((S)-2-oxopyrrolidin-3-yl)propan-2-yl)amino)propan-2-yl)amino)-3,3-dimethyl-1-oxobutan-2-yl)carbamate C1(CC1)C[C@@H](C(N[C@H](C=O)C[C@H]1C(NCC1)=O)=O)NC([C@H](C(C)(C)C)NC(OCC1=CC=CC=C1)=O)=O